[Pb]=S.[Sn] tin lead sulfide